ClC1=CC=C(C=C1)C=1C=C(C(N(N1)C1=CC(=CC(=C1)Cl)Cl)=O)C(=O)NC(CO)C1COCC1 6-(4-chlorophenyl)-2-(3,5-dichlorophenyl)-N-[2-hydroxy-1-(tetrahydrofuran-3-yl)ethyl]-3-oxo-2,3-dihydropyridazine-4-carboxamide